ClC=1C=CC2=C(C(CC(O2)C(=O)NC23COC(CC2)(CC3)C=3OC(=NN3)[C@@H]3C[C@@H](C3)OC(F)(F)F)O)C1 6-chloro-4-hydroxy-N-(1-{5-[cis-3-(trifluoromethoxy)cyclobutyl]-1,3,4-oxadiazol-2-yl}-2-oxabicyclo[2.2.2]octan-4-yl)-3,4-dihydro-2H-1-benzopyran-2-carboxamide